N-((1H-pyrrolo[3,2-c]pyridine-2-yl)methyl)-2-(5-((3-(4-(3-methyloxetan-3-yl)phenyl)propyl)amino)-6-oxo-2-phenylpyrimidin-1(6H)-yl)acetamide N1C(=CC=2C=NC=CC21)CNC(CN2C(=NC=C(C2=O)NCCCC2=CC=C(C=C2)C2(COC2)C)C2=CC=CC=C2)=O